trans-N1,N1-dimethylcyclohexane-1,4-diamine dihydrochloride Cl.Cl.CN([C@@H]1CC[C@H](CC1)N)C